NC=1N=C(N=C(N1)N)CCC1=NC(=NC(=N1)N)N 1,2-bis(3,5-diamino-2,4,6-triazinyl)ethane